2-hydroxy-5-(2-(4-morpholinophenyl-amino)pyrimidin-4-yl)benzonitrile OC1=C(C#N)C=C(C=C1)C1=NC(=NC=C1)NC1=CC=C(C=C1)N1CCOCC1